[N+](=O)([O-])C=1C=C(C(=O)C2=NC3=CC=C(C=C3C(N2)=O)[N+](=O)[O-])C=CC1 2-(3-nitrobenzoyl)-6-nitro-4(3H)-quinazolinone